C(=C)C1=CC=C(C=C1)N1C(C=CC1=O)=O N-(4-vinyl-phenyl)maleimide